4-(4-(tert-butyl)pyridin-2-yl)-6-phenyl-dibenzo[b,d]furan-2-ol C(C)(C)(C)C1=CC(=NC=C1)C1=CC(=CC2=C1OC1=C2C=CC=C1C1=CC=CC=C1)O